CC1=COC2=C1C=C(C=C2)S(N(CCC2=CC=CC=C2)C2=C(C=CC=C2)N2CCN(CC2)C(=O)C2=CN=CO2)(=O)=O 3-Methyl-5-(N-(2-(4-(oxazole-5-carbonyl)piperazin-1-yl)phenyl)-N-phenethylsulfamoyl)benzofuran